4,4-dicyano-1,6-heptadiene C(#N)C(CC=C)(CC=C)C#N